FC(C(C)=NCC1=CC=CC=C1)F N-1,1-difluoropropan-2-ylidene-1-phenylmethanamine